C(C)(C)(C)OC(=O)N1C(CCCCC1)C=1C=NC(=C(C1)OC)CN1N=CC=2N=C(N=C(C21)N[C@H](CCO)CCC)N 2-(6-((5-amino-7-(((S)-1-hydroxyhex-3-yl)amino)-1H-pyrazolo[4,3-d]Pyrimidin-1-yl)methyl)-5-methoxypyridin-3-yl)azepane-1-carboxylic acid tert-butyl ester